FC1=CC=C(C=C1)N1N=CC2=CC(=CC=C12)C1(CCN(CC1)C(=O)OC(C)(C)C)C(=O)OCC 1-tert-butyl 4-ethyl 4-(1-(4-fluorophenyl)-1H-indazol-5-yl)piperidine-1,4-dicarboxylate